C(C)(C)(C)OC(=O)NC(=NC(=O)OC(C)(C)C)N1N=CC=C1 N,N'-bis(tertbutoxycarbonyl)-1H-pyrazole-1-carboxamidine